C(C)(C)(C)OC(=O)N(C1CN(CC1)C1=NC=CC(=N1)OCC)C 2-(3-((tert-butoxycarbonyl)(methyl)amino)pyrrolidin-1-yl)-4-ethoxypyrimidine